(bromomethylidene)pyrrolidine-1-carboxylate BrC=C1N(CCC1)C(=O)[O-]